6H-pyrrolo[3,4-c]pyrrole-2-carboxylate hydrochloride Cl.C=1N(C=C2C1CN=C2)C(=O)O